2-(6-methoxypyridin-3-yl)-3-oxobutanoic acid methyl ester COC(C(C(C)=O)C=1C=NC(=CC1)OC)=O